ClCCCOC1=C(C(=C(C(=C1F)F)F)F)F 1-(3-chloropropoxy)-2,3,4,5,6-pentafluorobenzene